C(C)(C)(C)C1=C(C=CC(=C1)C)P1(OC2=C(C=C(C=C2C(C)(C)C)C)C(C)C2=C(C(=CC(=C2)C)C(C)(C)C)O1)[O-] 2,2'-ethylidenebis(4-methyl-6-tert-butylphenyl) (2-tert-butyl-4-methylphenyl)phosphite